C1(=CC=CC=C1)B1OCCNCCO1 2-Phenyl-[1,3,6,2]dioxazaborocane